4-[5-[1-(2-amino-2-oxo-ethyl)pyrazol-4-yl]benzimidazol-1-yl]-N-ethyl-2,6-dimethoxy-benzamide NC(CN1N=CC(=C1)C1=CC2=C(N(C=N2)C2=CC(=C(C(=O)NCC)C(=C2)OC)OC)C=C1)=O